(4R,5R,7R,8R)-7-(hydroxymethyl)-5-(4-methyl-5-(thiophen-3-yl)-7H-pyrrolo[2,3-d]pyrimidin-7-yl)-1,6-dioxaspiro[3.4]octane-8-ol OC[C@H]1O[C@H]([C@@]2(CCO2)[C@@H]1O)N1C=C(C2=C1N=CN=C2C)C2=CSC=C2